2-((1R,5S)-2,4-dioxo-6-trityl-3,6-diazabicyclo[3.1.0]hex-3-yl)acetic acid O=C1[C@@H]2N([C@@H]2C(N1CC(=O)O)=O)C(C1=CC=CC=C1)(C1=CC=CC=C1)C1=CC=CC=C1